ClC1=CC(=C(C=C1)C1=NC(=CC=2N=C(N(C(C21)=O)C)C)N2C[C@@H](O[C@H](C2)C)C2CC2)F 5-(4-chloro-2-fluoro-phenyl)-7-((2S,6S)-2-cyclopropyl-6-methyl-4-morpholinyl)-2,3-dimethylpyrido[4,3-d]-pyrimidin-4(3H)-one